4-((2-cyanophenyl)thio)-6-(1-((1s,4s)-4-(ethylamino)cyclohexyl)-5-methyl-1H-pyrazol-4-yl)pyrazolo[1,5-a]pyridine-3-carbonitrile C(#N)C1=C(C=CC=C1)SC=1C=2N(C=C(C1)C=1C=NN(C1C)C1CCC(CC1)NCC)N=CC2C#N